S1C=CC2=C1C(=CC=C2)C2=C(C=C1C(=NC(=NC1=C2)OC[C@H]2N(CCC2)C)N2C[C@@H](N(CC2)C(C(=C)F)=O)CC#N)F 2-((S)-4-(7-(benzothien-7-yl)-6-fluoro-2-(((S)-1-methylpyrrolidin-2-yl)methoxy)quinazolin-4-yl)-1-(2-fluoroacryloyl)piperazin-2-yl)acetonitrile